(18-(4-(6-(6-((R)-2-(3-fluorophenyl)pyrrolidin-1-yl)imidazo[1,2-b]pyridazin-3-yl)pyridin-2-yl)piperazin-1-yl)-18-oxo-3,6,9,12,15-pentaoxaoctadecyl)isoindoline FC=1C=C(C=CC1)[C@@H]1N(CCC1)C=1C=CC=2N(N1)C(=CN2)C2=CC=CC(=N2)N2CCN(CC2)C(CCOCCOCCOCCOCCOCCC2NCC1=CC=CC=C21)=O